3-(8-methylnonyloxy)propan-1-amine CC(CCCCCCCOCCCN)C